bis-(2,5-dioxopyrrolidin-1-yl) carbonate C(ON1C(CCC1=O)=O)(ON1C(CCC1=O)=O)=O